Nα-(((9H-fluoren-9-yl)methoxy)carbonyl)-1-(4-bromobenzyl)-Nα-methyl-L-tryptophyl-L-leucine C1=CC=CC=2C3=CC=CC=C3C(C12)COC(=O)N([C@@H](CC1=CN(C2=CC=CC=C12)CC1=CC=C(C=C1)Br)C(=O)N[C@@H](CC(C)C)C(=O)O)C